FC=1C(=C(OC2=NC=C(C(=C2C=2NC3=CC=NC(=C3C(C2)=O)O)C)C(F)(F)F)C=CC1F)C 2-[2-(3,4-difluoro-2-methyl-phenoxy)-4-methyl-5-(trifluoromethyl)-3-pyridyl]-5-hydroxy-1H-1,6-naphthyridin-4-one